(3-methyloxetan-3-yl)methyl phosphorodifluoridoite P(OCC1(COC1)C)(F)F